N-methyl-N'-[(5Z)-13-[(phenylcarbamoyl)methoxy]tridec-5-en-1-yl]ethanediamide CNC(C(=O)NCCCC\C=C/CCCCCCCOCC(NC1=CC=CC=C1)=O)=O